1-(Cyclopropylmethyl)-1H-pyrazol-3-amine C1(CC1)CN1N=C(C=C1)N